N1C=NC=C2C=CC=3C(=C12)C=CN3 Azolo[5,4-H]quinazoline